dichloromethane peroxybenzoate C(C1=CC=CC=C1)(=O)OO.ClCCl